CN(C(C)(C)C1=CC=C(C=N1)C=1N=C2SCCCN2C(C1C#N)=O)C 8-(6-[2-(dimethylamino)propan-2-yl]pyridin-3-yl)-6-oxo-2H,3H,4H,6H-pyrimido[2,1-b][1,3]thiazine-7-carbonitrile